N1=C(C=CC=C1)C1=NSC(=N1)NC1=NC=C(C=C1)C(F)(F)F 3-(pyridin-2-yl)-N-(5-(trifluoromethyl)pyridin-2-yl)-1,2,4-thiadiazol-5-amine